C(C)(C)(C)NC(COC1=C(C=C(C=C1)OC)C=O)=O N-TERT-BUTYL-2-(2-FORMYL-4-METHOXYPHENOXY)ACETAMIDE